FC(C(F)(F)F)(F)P(C1=CC=C(C=C1)N1CCCC1)C1=CC=C(C=C1)N1CCCC1 ((perfluoroethyl)phosphanediyl)-bis(4,1-phenylene)dipyrrolidine